BrC1=CC=C(N=N1)N[C@@H]1CC[C@H]2CN(C[C@H]21)C(=O)C2=CC1=NN(C=C1S2)C(F)F [(3aS,4R,6aR)-4-[(6-Bromo-3-pyridazinyl)amino]hexahydrocyclopenta[c]pyrrol-2(1H)-yl][2-(difluoromethyl)-2H-thieno[3,2-c]pyrazol-5-yl]methanone